C1(CC1)NC1=C2C(=NC(=C1)C1=C(C=CC=C1OC)C1(CCN(CC1)C=O)N1CCOCC1)N(C=C2C(F)(F)F)COCC[Si](C)(C)C 4-((4-(cyclopropylamino)-3-(trifluoromethyl)-1-((2-(trimethylsilyl)ethoxy)methyl)-1H-pyrrolo[2,3-b]pyridin-6-yl)3-methoxyphenyl)(4-morpholinopiperidine-1-yl)methanone